1-(pyridin-3-ylmethyl)-1H-pyrazol N1=CC(=CC=C1)CN1N=CC=C1